(benzo[b]thiophen-3-yl)-3,4-dihydroisoquinoline-2(1H)-carboxamide S1C2=C(C(=C1)C1N(CCC3=CC=CC=C13)C(=O)N)C=CC=C2